C(#C)C1=NC(=C2N=CN(C2=N1)C)N1CC2(COC2)C1 6-(2-Ethynyl-9-methyl-purin-6-yl)-2-oxa-6-azaspiro[3.3]heptane